Cl.CO[C@H]1[C@H]2CC[C@@H](C1)N2 |r| (±)-(1R,2R,4S)-2-Methoxy-7-azabicyclo[2.2.1]heptane Hydrochloride